(S)-N-(4-Bromopyridin-2-yl)-2-((S)-3,3-difluorocyclopentyl)-2-(4-(2-methyl-2H-tetrazol-5-yl)phenyl)acetamide BrC1=CC(=NC=C1)NC([C@H](C1=CC=C(C=C1)C=1N=NN(N1)C)[C@@H]1CC(CC1)(F)F)=O